dipentaerythritol tri(methyl)acrylate CC(=C(C(=O)OCC(CO)(COCC(CO)(CO)CO)CO)C)C